5-(3-((4'-chloro-5,5-dimethyl-3,4,5,6-tetrahydro-[1,1'-biphenyl]-2-yl)methyl)-3,6-diazabicyclo[3.1.1]heptane-6-carbonyl)-2-(2,6-dioxopiperidin-3-yl)isoindoline-1,3-dione ClC1=CC=C(C=C1)C1=C(CCC(C1)(C)C)CN1CC2N(C(C1)C2)C(=O)C=2C=C1C(N(C(C1=CC2)=O)C2C(NC(CC2)=O)=O)=O